1-(7-methyl-thieno[3,2-d]pyrimidin-4-yl)piperidin-4-amine CC1=CSC2=C1N=CN=C2N2CCC(CC2)N